OC1=CC=C2C(C(=COC2=C1)C1=C(C=C(C=C1)O)O)=O 7,2',4'-trihydroxyisoflavone